C(CCCC)C(=O)CCCCC din-amyl ketone